tert-butyl 3-(6-chloro-5,8-difluoro-7-(8-fluoro-3-(methoxy methoxy)naphthalen-1-yl)-2-(methylsulfonyl)quinazolin-4-yl)-3,8-diazabicyclo[3.2.1]octane-8-carboxylate ClC=1C(=C2C(=NC(=NC2=C(C1C1=CC(=CC2=CC=CC(=C12)F)OCOC)F)S(=O)(=O)C)N1CC2CCC(C1)N2C(=O)OC(C)(C)C)F